S1C(=CC=C1)CN1CCCC1 1-(thiophen-2-ylmethyl)pyrrolidin